N1(C=NC=C1)C1CN(CCC1)C1=NC(=NC=C1)C1=CN=C2N1C=C(N=C2)C(F)(F)F 3-(4-(3-(1H-Imidazol-1-yl)piperidin-1-yl)pyrimidin-2-yl)-6-(trifluoromethyl)imidazo[1,2-a]pyrazine